NC(C)(C)C1=CC(=NC(=C1)C1=CC=C(C=C1)C(F)(F)F)O[C@H]1[C@@H]2CN(C[C@]12C)C(=O)C=1C(=NN(C1)C1=NC=CC=N1)C |o1:21,22,26| rel-((1R,5S,6s)-6-((4-(2-aminopropan-2-yl)-6-(4-(trifluoromethyl)phenyl)pyridin-2-yl)oxy)-1-methyl-3-azabicyclo[3.1.0]hexan-3-yl)(3-methyl-1-(pyrimidin-2-yl)-1H-pyrazol-4-yl)methanone